C1=C(C=CC2=CC=CC=C12)C(N1CCC(CC1)O)C1CCNCC1 1-(naphthalen-2-yl-(piperidin-4-yl)methyl)piperidin-4-ol